CNC(=O)C1=NNC2=CN=C(C=C21)C2=CC(=CC=C2)NC(C=C)=O N-methyl-5-[3-(prop-2-enamido)phenyl]-1H-pyrazolo[3,4-c]pyridine-3-carboxamide